8-methyl-8-(trifluoromethyl)-7,8-dihydro-6H-pyrazolo[1,5-a]pyrrolo[2,3-e]Pyrimidine-6-carboxamide CC1(CN(C=2C=NC=3N(C21)N=CC3)C(=O)N)C(F)(F)F